BrC=1C(=NN(C1)C)CN(CCC)CC(F)F 1-(((4-bromo-1-methyl-1H-pyrazol-3-yl)methyl)(2,2-difluoroethyl)amino)propan